N-[4-(2-fluorophenyl)-2-spiro[2.5]octan-6-yl-3-pyridyl]-2-isopropyl-pyrimidine-5-carboxamide FC1=C(C=CC=C1)C1=C(C(=NC=C1)C1CCC2(CC2)CC1)NC(=O)C=1C=NC(=NC1)C(C)C